2-hydroxy-3-cyano-5,6-dimethylpyridine OC1=NC(=C(C=C1C#N)C)C